COC(=O)C1OC(CC1)C(=O)OC tetrahydrofuran-2,5-dicarboxylic acid dimethyl ester